N,N-dibutyl-6-imino-9-(3-piperidin-1-ylphenyl)xanthen-3-amine C(CCC)N(C=1C=CC=2C(=C3C=CC(C=C3OC2C1)=N)C1=CC(=CC=C1)N1CCCCC1)CCCC